2,2,3,3,3-pentafluoropropyl-1,1,2,2,3,3,4,4,4-nonafluorobutane FC(CC(C(C(C(F)(F)F)(F)F)(F)F)(F)F)(C(F)(F)F)F